neodymium (n-nonylphenyl)phosphonate C(CCCCCCCC)C1=C(C=CC=C1)P([O-])([O-])=O.[Nd+3].C(CCCCCCCC)C1=C(C=CC=C1)P([O-])([O-])=O.C(CCCCCCCC)C1=C(C=CC=C1)P([O-])([O-])=O.[Nd+3]